C(#N)C1=CC=C(C(=O)NC2(CCC2)C2=CC=C(C=C2)C=2N=NC(=CC2)OCCF)C=C1 4-cyano-N-(1-(4-(6-(2-fluoroethoxy)pyridazin-3-yl)phenyl)cyclobutyl)benzamide